BrC1=NC(=CC=C1N1CN(C2=CC(=CC=C2C1=O)C(F)(F)F)C1=C(C=C(C=C1)F)CCCCNC(OC(C)(C)C)=O)OC tert-butyl (4-(2-(3-(2-bromo-6-methoxypyridin-3-yl)-4-oxo-7-(trifluoromethyl)-3,4-dihydroquinazolin-1(2H)-yl)-5-fluorophenyl)butyl)carbamate